4-(2,4-dichlorophenoxy)butanoic acid ClC1=C(OCCCC(=O)O)C=CC(=C1)Cl